CCC(CC)N1N=CC(=C1)C=1C=2N(C=C(N1)C=1C=NN(C1)CCN1C[C@@H](CC1)O)N=CC2 (R)-1-(2-(4-(4-(1-(pentan-3-yl)-1H-pyrazol-4-yl)pyrazolo[1,5-a]pyrazin-6-yl)-1H-pyrazol-1-yl)ethyl)pyrrolidin-3-ol